ClC=1C=C(C=C2NC(C(=NC12)C)=O)CN1CCN(CC1)C=1C(=NC(=CC1)C)C(=O)NC (4-((8-chloro-2-methyl-3-oxo-3,4-dihydroquinoxalin-6-yl)methyl)piperazin-1-yl)-N,6-dimethylpyridinecarboxamide